ClC1=C(C=CC=C1C=1C=C2C(N(C(=NN2C1)C1CC1)C[C@H]1NC(CC1)=O)=O)C1=C(C(=CC=C1)C=1C=C2C(N(C(=NN2C1)C1CC1)C[C@H]1NC(CC1)=O)=O)Cl 6,6'-(2,2'-dichloro-[1,1'-biphenyl]-3,3'-diyl)bis(2-cyclopropyl-3-(((S)-5-oxopyrrolidin-2-yl)methyl)pyrrolo[2,1-f][1,2,4]triazin-4(3H)-one)